4,4a,5,9b-Tetrahydro-2,4-dimethylindeno-[1,2-d]-1,3-dioxin CC1OC(C2C(O1)C1=CC=CC=C1C2)C